(S)-3,5-dihydro-5-methyl-2-(methylthio)-5-phenyl-3-(phenylamino)-4H-imidazol-4-one C[C@@]1(C(N(C(=N1)SC)NC1=CC=CC=C1)=O)C1=CC=CC=C1